ClC=1C(=CC2=C([C@@H]([C@](O2)(C2=CC=CC=C2)C2N(CCC2)C(=O)OC(C)(C)C)O)C1B1OC(C(O1)(C)C)(C)C)F tert-butyl 2-((2S,3S)-5-chloro-6-fluoro-3-hydroxy-2-phenyl-4-(4,4,5,5-tetramethyl-1,3,2-dioxaborolan-2-yl)-2,3-dihydro benzofuran-2-yl)pyrrolidine-1-carboxylate